7-((2-hydroxy-2-methylpropoxy)methyl)-N-(2-methyl-5-(1,2,4-oxadiazol-3-yl)phenyl)imidazo[1,2-a]pyridine-3-carboxamide OC(COCC1=CC=2N(C=C1)C(=CN2)C(=O)NC2=C(C=CC(=C2)C2=NOC=N2)C)(C)C